CC1=NOC=C1C(=O)NC1=NN(C2=C(C=CC=C12)C(F)(F)F)CC1=CC=C(C=C1)C(F)(F)F 3-methyl-N-(7-(trifluoromethyl)-1-(4-(trifluoromethyl)benzyl)-1H-indazol-3-yl)isoxazole-4-carboxamide